CC1=C(CNC=2C=C(C(=O)O)C=CC2C)C(=CC=C1)C 3-((2,6-Dimethylbenzyl)amino)-4-methylbenzoic acid